N-(2,4-dimethoxybenzyl)-N,2,2,3,3-pentamethyl-4,7,10,13,16-pentaoxa-3-silaoctadecan-18-amine COC1=C(CN(CCOCCOCCOCCOCCO[Si](C(C)(C)C)(C)C)C)C=CC(=C1)OC